2-(((3-(4-chloro-5-methylisoxazol-3-yl)[1,2,4]triazolo[3,4-f][1,2]diazin-6-yl)oxy)methyl)-6-(oxetan-3-yl)-5,6,7,8-tetrahydropyrido[4,3-b]pyridine ClC=1C(=NOC1C)C1=NN=C2C=CC(=NN21)OCC2=CC=C1C(=N2)CCN(C1)C1COC1